4-{6-amino-2-[3-(benzyloxy)phenyl]-9H-purin-9-yl}-N-(4-methyl-1,3-thiazol-2-yl)cyclohexanecarboxamide NC1=C2N=CN(C2=NC(=N1)C1=CC(=CC=C1)OCC1=CC=CC=C1)C1CCC(CC1)C(=O)NC=1SC=C(N1)C